4-(6-((1-methyl-1H-pyrazol-4-yl)amino)-1-((2-(trimethylsilyl)ethoxy)methyl)-1H-pyrrolo[3,2-c]pyridin-2-yl)picolinonitrile CN1N=CC(=C1)NC1=CC2=C(C=N1)C=C(N2COCC[Si](C)(C)C)C2=CC(=NC=C2)C#N